ClC1=C(C=CC(=C1F)N1C(=CC=C1C)C)C1(CC1)C#N 1-[2-Chloro-4-(2,5-dimethylpyrrol-1-yl)-3-fluoro-phenyl]cyclopropanecarbonitrile